C(C)OC(CCP(=O)(OC)OC1=CC(=CC(=C1C1=CC(=CC=C1)C)OP(=O)(OC)CCC(=O)OCC)CCCCC)=O ethyl 3-(((6-(((3-ethoxy-3-oxopropyl)(methoxy)phosphoryl)oxy)-3'-methyl-4-pentyl-[1,1'-biphenyl]-2-yl)oxy)(methoxy)phosphoryl)propanoate